C(C)(C)(C)OC(=O)N1CC2(CC1)CC=CC2 2-azaspiro[4.4]non-7-ene-2-carboxylic acid tert-butyl ester